C(CCCCCCC\C=C/CCCCCCCC)OC(=O)C(CN(C)C)CC(=O)OCCCCCCCC\C=C/CCCCCCCC 2,3-dioleyloxycarbonyl-N,N-dimethylpropylamine